COC1=CC=C(C=N1)[C@H](CC(=O)OCC)NC(=O)C1CC2(CN(C2)CCC2(OCCO2)C)C1 (S)-Ethyl 3-(6-methoxypyridin-3-yl)-3-(2-(2-(2-methyl-1,3-dioxolan-2-yl)ethyl)-2-azaspiro[3.3]heptane-6-carboxamido)propanoate